FC=1C(=NC=CC1)C=CC=1OC=CN1 2-(2-(3-fluoropyridin-2-yl)vinyl)oxazole